2-(4-(4-(4-(benzhydryloxy)piperidin-1-yl)butyryl)phenyl)-2-methylpropanoic acid C(C1=CC=CC=C1)(C1=CC=CC=C1)OC1CCN(CC1)CCCC(=O)C1=CC=C(C=C1)C(C(=O)O)(C)C